(S)-tert-butyl (1-(4-(2-(2-methylazetidin-1-yl)-6,7-dihydro-5H-cyclopenta[d]pyrimidin-4-yl)phenyl)cyclopropyl)carbamate C[C@@H]1N(CC1)C=1N=C(C2=C(N1)CCC2)C2=CC=C(C=C2)C2(CC2)NC(OC(C)(C)C)=O